2,5-dichloro-terephthalic acid ClC1=C(C(=O)O)C=C(C(=C1)C(=O)O)Cl